N'-(benzo[d]thiazol-6-ylmethyl)-N-methylbicyclo[1.1.1]pentane-1-carbohydrazide S1C=NC2=C1C=C(C=C2)CNN(C(=O)C21CC(C2)C1)C